C(CCCCCCC\C=C\CCCCCCCC)NC(CCCCCCCCCCCCCCC)=O N-elaidyl-palmitamide